C1(CC1)C1=CC(=C(C(=C1)F)N1N=C(C=C1)C=1C=CC(=C(C1)CNC(OC)=O)C)F methyl N-[[5-[1-(4-cyclopropyl-2,6-difluoro-phenyl)pyrazol-3-yl]-2-methyl-phenyl]methyl]-carbamate